[Cl-].C(CCCC)[NH+]1C(CCC1)CC 1-Pentyl-2-ethylpyrrolidinium chlorid